C(#C)C1=C2C(=NC=C1)N(N=C2C2CN(C2)C(C=C)=O)C2=CC=C(C=C2)OC(F)(F)F 1-(3-(4-Ethynyl-1-(4-(trifluoromethoxy)phenyl)-1H-pyrazolo[3,4-b]pyridin-3-yl)azetidin-1-yl)prop-2-en-1-one